C(C)(C)(C)OOC1=C(C=CC=C1)C(C)C tert-butylperoxyisopropyl-benzene